tert-butyl N-[3-[4-(trifluoromethyl)thiazol-2-yl]-1-bicyclo[1.1.1]pentanyl]carbamate FC(C=1N=C(SC1)C12CC(C1)(C2)NC(OC(C)(C)C)=O)(F)F